NC1=NC(=C(C2=CC=CC(=C12)Br)OCC1=CC=CC=C1)C(=O)OC Methyl 1-amino-4-(benzyloxy)-8-bromoisoquinoline-3-carboxylate